CNC(=O)C1CC(C1)N1C(=NC2=C1C=C(C=C2)C(=O)NCC2CCN(CC2)C)C2=CC(=C(C(=C2)OC)OC)OC 1-((1r,3r)-3-(methylcarbamoyl)cyclobutyl)-N-((1-methylpiperidin-4-yl)methyl)-2-(3,4,5-trimethoxyphenyl)-1H-benzo[d]imidazole-6-carboxamide